(E)-N-[(4-amino-3-methyl-benzofuran-2-yl)methyl]-3-[(3S)-3-hydroxy-4-oxo-1,2,3,5-tetrahydropyrido[2,3-b][1,4]diazepine-8-Yl]-N-methyl-prop-2-enamide NC1=CC=CC2=C1C(=C(O2)CN(C(\C=C\C2=CC1=C(NC([C@H](CN1)O)=O)N=C2)=O)C)C